F[P-](F)(F)(F)(F)F.C(CCC)N1C=[N+](C=C1)C 1-Butyl-3-methylimidazolium hexafluoro-phosphat